trifluoropropionic acid anion FC(CC(=O)[O-])(F)F